CO[C@@H](C)C1=C(C=C(C=N1)N1CCN(CC1)C)B1OC(C(O1)(C)C)(C)C 1-[6-[(1s)-1-methoxyethyl]-5-(4,4,5,5-tetramethyl-1,3,2-dioxaborolan-2-yl)-3-pyridyl]-4-methyl-piperazine